C(C)(C)(C)OC(=O)N(CC(C)C)C[C@@H]1N(C2=CC(=C(C(=C2C1)F)N1S(NC(C1)=O)(=O)=O)O)C(=O)OC(C)(C)C tert-butyl (2R)-2-{[(tert-butoxycarbonyl)(2-methylpropyl)amino]methyl}-4-fluoro-6-hydroxy-5-(1,1,4-trioxo-1λ6,2,5-thiadiazolidin-2-yl)-2,3-dihydro-1H-indole-1-carboxylate